C(C)N(C1CCN(CC1)C1CC2(C1)CN(CC2)C(=O)OCC)C(=O)OC Ethyl 2-{4-[ethyl(methoxycarbonyl)amino]piperidin-1-yl}-6-azaspiro[3.4]octane-6-carboxylate